ClC1=NC=C(C=2C1=CN(N2)C(C)C)F 4-Chloro-7-fluoro-2-isopropyl-pyrazolo[4,3-c]pyridine